methyldopa CN[C@H](C(=O)O)CC1=CC=C(O)C(O)=C1